[Ca+2].I(=O)(=O)[O-].I(=O)(=O)[O-] Iodate calcium salt